C(C)(C)(C)OC(CN(C1CN(C=2N(C1)N=CC2)C2=CC=C(C=C2)C(F)(F)F)C(=O)OC(C)(C)C)=O tert-butyl-N-(tert-butoxycarbonyl)-N-(4-(4-(trifluoromethyl)phenyl)-4,5,6,7-tetrahydropyrazolo[1,5-a]pyrimidin-6-yl)glycinate